N[C@H]1C[C@H](N(C1)C1=C(C=CC(=C1)C=1C(=NC=CC1)C)C=1C(=NC(=NC1)C1=C(C=CC=C1OC)F)C(=O)N)CO (2-((2S,4S)-4-amino-2-(hydroxymethyl)pyrrolidin-1-yl)-4-(2-methylpyridin-3-yl)phenyl)-2-(2-fluoro-6-methoxyphenyl)pyrimidine-4-carboxamide